propyneol C(#CC)O